ClC1=C(N=CN1C)[N+](=O)[O-] 5-Chloro-1-methyl-4-nitro-1H-imidazole